N1(CCNCC1)C=1N=CC(=NC1)C#N 5-(Piperazin-1-yl)pyrazine-2-carbonitrile